C(#N)C1=CC(=NC=C1)N1C=C(C2=C1N=CN=C2N2C[C@H](N(CC2)C(=O)Cl)C)C2CC2 (R)-4-(7-(4-cyanopyridin-2-yl)-5-cyclopropyl-7H-pyrrolo[2,3-d]pyrimidin-4-yl)-2-methylpiperazine-1-carbonyl chloride